N-(3'-(1-((5-ethyl-1H-pyrazol-3-yl)amino)-1-oxopropan-2-yl)-[1,1'-biphenyl]-4-yl)acrylamide C(C)C1=CC(=NN1)NC(C(C)C=1C=C(C=CC1)C1=CC=C(C=C1)NC(C=C)=O)=O